[O-]O.C(C)(C)C=1C=CC=C(C1)C(C)C 3,5-Diisopropylbenzene hydroperoxide